ClC1=C(C=CC=C1)CC(=O)NC1=CC(=C(C=C1)C=1SC(=CN1)N1CCOCC1)S(N)(=O)=O 2-(2-Chlorophenyl)-N-{4-[5-(morpholin-4-yl)-1,3-thiazol-2-yl]-3-sulfamoylphenyl}acetamide